CC1=C(C=C(C=C1)C(F)(F)F)N1CCN(CC1)C1=CC=C(C(=O)O)C=C1 4-{4-[2-methyl-5-(trifluoromethyl)phenyl]piperazin-1-yl}benzoic acid